C1(=CC=CC=C1)CCCCCC(=O)[O-].[Na+] sodium 6-phenylhexanoate